O=C1NC(CCC1N1C(C2=CC=C(C=C2C1=O)C1(CCN(CC1)CC=1C=NC(=CC1)OC)O)=O)=O 2-(2,6-dioxopiperidin-3-yl)-5-(4-hydroxy-1-((6-methoxypyridin-3-yl)methyl)piperidin-4-yl)isoindoline-1,3-dione